N1(CCNCC1)C=1C=C(C=CC1)N1C(NC(CC1)=O)=O 1-(3-piperazin-1-ylphenyl)hexahydropyrimidine-2,4-dione